5-trifluoromethyl-2-(2-hydroxy-5-t-octylphenyl)-2H-benzotriazole FC(C1=CC=2C(=NN(N2)C2=C(C=CC(=C2)C(C)(C)CC(C)(C)C)O)C=C1)(F)F